N-(3-(methylsulfonamido)phenyl)-2-(pyrrolidin-1-yl)nicotinamide CS(=O)(=O)NC=1C=C(C=CC1)NC(C1=C(N=CC=C1)N1CCCC1)=O